6-(4-(2-(3-(2-chloro-6-fluorophenyl)-5-cyclopropylisoxazol-4-yl)ethyl)piperazin-1-yl)-1-methyl-1H-indole-3-carboxylic acid ClC1=C(C(=CC=C1)F)C1=NOC(=C1CCN1CCN(CC1)C1=CC=C2C(=CN(C2=C1)C)C(=O)O)C1CC1